ClC1=CC=C2C=CN=C(C2=C1)CNC(=O)C=1C=NN(C1)CC=1N=C2N(C=C(C=C2)C2CC2)C1 N-((7-chloroisoquinolin-1-yl)methyl)-1-((6-cyclopropylimidazo[1,2-a]pyridin-2-yl)methyl)-1H-pyrazole-4-carboxamide